C(CCCCCCCCC(=O)OC1CC(N(C(C1)(C)C)OCC)(C)C)(=O)OC1CC(N(C(C1)(C)C)OCC)(C)C bis(1-ethoxy-2,2,6,6-tetramethyl-4-piperidyl) sebacate